NC(C(=O)NCC1=C(C=CC=C1)F)C 2-amino-N-(2-fluorobenzyl)propanamide